ClC=1C=C(OC=2C(=C(N=NC2)C)C2=NOC[C@H](N2)CC2=C(C=C(C=C2)C)C)C=CC1 |r| (5RS)-3-[5-(3-chlorophenoxy)-3-methylpyridazin-4-yl]-5-(2,4-dimethylbenzyl)-5,6-dihydro-4H-1,2,4-oxadiazine